C1=CC=NC(=C1)C2C=C(NN(N2)C3=CC=CC=N3)C4=CC=CC=N4 2,4,6-Tri-(2-pyridyl)-5-triazine